4-(1-(2-Chloro-4-((((1s,3s)-3-cyanocyclobutyl)amino)methyl)phenyl)-1H-pyrazol-4-yl)-2-((1-(methylsulfonyl)piperidin-4-yl)amino)pyrimidine-5-carbonitrile ClC1=C(C=CC(=C1)CNC1CC(C1)C#N)N1N=CC(=C1)C1=NC(=NC=C1C#N)NC1CCN(CC1)S(=O)(=O)C